IC1=CNC2=CC(=CC=C12)C=O 3-iodo-1H-indole-6-carbaldehyde